4-(4-(6-(((1R,4R,5R,6S)-6-fluoro-1,4-dimethyl-2-azabicyclo[2.2.2]octan-5-yl)oxy)pyridazin-3-yl)-3-hydroxyphenyl)-1-methyl-1,3,5-triazin-2(1H)-one F[C@@H]1[C@@H]([C@]2(CN[C@@]1(CC2)C)C)OC2=CC=C(N=N2)C2=C(C=C(C=C2)C2=NC(N(C=N2)C)=O)O